(9aR,9bR,11aR)-4-fluoro-1-[(2R)-6-hydroxy-6-methylhept-2-yl]-9a,11a-dimethyl-2,3,3a,5,5a,6,7,8,9,9a,9b,10,11,11a-tetradecahydro-1H-cyclopenta[1,2-a]phenanthrene-6,7-diol FC=1CC2C(C(CC[C@@]2([C@H]2CC[C@]3(C(C12)CCC3[C@H](C)CCCC(C)(C)O)C)C)O)O